FC(C1=NC(=NO1)C1=CC=C(C=C1)CN1N=CN=C1C#N)(F)F 2-[[4-[5-(trifluoromethyl)-1,2,4-oxadiazol-3-yl]phenyl]methyl]-1,2,4-triazole-3-carbonitrile